4-bromopyridine-2,6-dicarboxylic acid diethyl ester C(C)OC(=O)C1=NC(=CC(=C1)Br)C(=O)OCC